C(C)(C)(C)[C@]1(N(C[C@@H](C1)F)C(=O)OC[C@@H]1[C@H]([C@H]([C@@H](O1)C1=CN(C(=O)NC1=O)CC)O)O)C(NCCC(C)(C)C)=O N1-ethyl-pseudouridine tert-butyl-(2S,4R)-2-((3,3-dimethylbutyl)carbamoyl)-4-fluoropyrrolidine-1-carboxylate